2-(1-cyclopropyl-1H-pyrazol-3-yl)-6-(4-fluorophenyl)nicotinonitrile C1(CC1)N1N=C(C=C1)C1=C(C#N)C=CC(=N1)C1=CC=C(C=C1)F